CC1(C=CC(C1)CC(=O)OC(C)C)C isopropyl (4,4-dimethyl-2-cyclopentenyl)acetate